3-fluoro-2-hydroxy-5-(2-phenyloxazol-5-yl)benzaldehyde FC=1C(=C(C=O)C=C(C1)C1=CN=C(O1)C1=CC=CC=C1)O